C(=O)(O)C(CCCC1=CC=C(C=C1)OCC)N1CCN(CCN(CCN(CC1)CC(=O)[O-])CC(=O)[O-])CC(=O)[O-].[Gd+3] Gadolinium 2,2',2''-{10-[1-carboxy-4-(4-ethoxyphenyl)butyl]-1,4,7,10-tetraazacyclododecan-1,4,7-triyl}triacetat